(3S)-3-{[5-(2,6-dimethoxyphenyl)-1-(2-methylpropyl)-1H-pyrazol-3-yl]formamido}-5-methylhexanoic acid COC1=C(C(=CC=C1)OC)C1=CC(=NN1CC(C)C)C(=O)N[C@H](CC(=O)O)CC(C)C